C1C2N(CCN1)CCC2 octahydro-pyrrolo[1,2-a]pyrazine